1-phenyl-3-(p-tolyl)prop-2-en-1-one ((2,4-difluorobenzyl)carbamoyl)-4-oxo-1,4-dihydropyridine-2-carboxylate FC1=C(CNC(=O)OC(=O)C=2NC=CC(C2)=O)C=CC(=C1)F.C1(=CC=CC=C1)C(C=CC1=CC=C(C=C1)C)=O